CC1(N(CCC(C1)OS(=O)(=O)C)C(=O)OC(C)(C)C)C tert-Butyl 2,2-dimethyl-4-methylsulfonyloxypiperidine-1-carboxylate